CC1=C(N=NN1C1=CC=CC=C1)C(=O)O 5-methyl-1-phenyl-1H-1,2,3-triazole-4-carboxylic acid